(S)-3,3-dimethyl-1-(2H-tetrazol-5-yl)butan-1-amine 2,2,2-trifluoroacetic acid salt FC(C(=O)O)(F)F.CC(C[C@H](N)C=1N=NNN1)(C)C